NC=1C=CC2=C(OC(CN2C2=CC=C(C=C2)C(F)(F)F)CNC(C)=O)N1 N-((6-amino-1-(4-(trifluoromethyl)phenyl)-2,3-dihydro-1H-pyrido[2,3-b][1,4]oxazin-3-yl)methyl)acetamide